4-(5-(4-(diphenylamino)phenyl)thiophen-2-yl)phenol C1(=CC=CC=C1)N(C1=CC=C(C=C1)C1=CC=C(S1)C1=CC=C(C=C1)O)C1=CC=CC=C1